6-((2S,5R)-4-(Bis(4-fluorophenyl)methyl)-5-ethyl-2-methylpiperazin-1-yl)-2-chloro-N4-(((S)-tetrahydrofuran-2-yl)methyl)pyrimidine-4,5-diamine FC1=CC=C(C=C1)C(N1C[C@@H](N(C[C@H]1CC)C1=C(C(=NC(=N1)Cl)NC[C@H]1OCCC1)N)C)C1=CC=C(C=C1)F